tetranitrogen cyclotetracosan C1CCCCCCCCCCCCCCCCCCCCCCC1.[N].[N].[N].[N]